BrC1=NC(=CC=C1N1CN(C2=CC(=CC=C2C1=O)C(F)(F)F)C1=C(C=C(C=C1)F)CCCNC(OC(C)(C)C)=O)OC tert-Butyl (3-(2-(3-(2-bromo-6-methoxypyridin-3-yl)-4-oxo-7-(trifluoromethyl)-3,4-dihydro quinazolin-1(2H)-yl)-5-fluorophenyl)propyl)carbamate